3-(3-(tert-butylsulfanyl)-1-(4-chlorobenzyl)-5-methoxy-1H-indol-2-yl)-2,2-dimethylpropionic acid C(C)(C)(C)SC1=C(N(C2=CC=C(C=C12)OC)CC1=CC=C(C=C1)Cl)CC(C(=O)O)(C)C